methylene-2,6-di-tert-butyl-2,5-cyclohexadien-1-one C=C1C=C(C(C(=C1)C(C)(C)C)=O)C(C)(C)C